(2S,3R)-2-amino-3-(aminomethyl)-6-boronohexanoic acid ditosylate S(=O)(=O)(O)C1=CC=C(C)C=C1.S(=O)(=O)(O)C1=CC=C(C)C=C1.N[C@H](C(=O)O)[C@H](CCCB(O)O)CN